COC1=NC=NC(=C1C1C(C1)(C(=O)N)CN(C)C)OC 2-(4,6-dimethoxypyrimidin-5-yl)-1-[(dimethylamino)methyl]cyclopropane-1-carboxamide